ClC1=CC(=C(C=C1)NC=1C=C2C(=NC1C=1C3=C(C(N(C1)C)=O)NC=C3)N(C=C2)S(=O)(=O)CC)F 4-(5-((4-chloro-2-fluorophenyl)amino)-1-(ethylsulfonyl)-1H-pyrrolo[2,3-B]pyridin-6-yl)-6-methyl-1,6-dihydro-7H-pyrrolo[2,3-c]pyridin-7-one